F[Sb-](F)(F)(F)(F)F.C(CCCCCCCCCCC)OC1=CC=C(C=C1)[S+](C1=CC=CC=C1)C1=CC=CC=C1 4-dodecyloxyphenyl-diphenyl-sulfonium hexafluoroantimonate